C(=C)SC=1OC2=C(N1)C(=CC=C2)OC 2-vinylthio-4-methoxybenzoxazole